2-(5-{2-[(2,3-dihydro-1H-inden-2-yl)amino]pyrimidin-5-yl}-1,3,4-oxadiazol-2-yl)-1-{3H,4H,5H,6H,7H-imidazo[4,5-c]pyridin-5-yl}ethan-1-one C1C(CC2=CC=CC=C12)NC1=NC=C(C=N1)C1=NN=C(O1)CC(=O)N1CC2=C(CC1)N=CN2